C1NCC2=CC=CC=C12 dihydro-isoindole